C1=CC=CC=2C3=CC=CC=C3C(C12)COC(=O)NCC1(CNC1)OCC(=O)O 2-((3-(((((9H-fluoren-9-yl)methoxy)carbonyl)amino)methyl)azetidin-3-yl)oxy)acetic acid